5-((3-hydroxyphenyl)amino)-3-(1H-indol-4-yl)pyridin-2(1H)-one OC=1C=C(C=CC1)NC=1C=C(C(NC1)=O)C1=C2C=CNC2=CC=C1